p-tolyltriazole C1(=CC=C(C=C1)C=1N=NNC1)C